BrC1=C(N(N=C1)C)C=1C=C(C=CC1OCC1=CC=C(C=C1)Cl)NC(=O)NC1=CC=C(C=C1)Cl 1-[3-(4-Bromo-2-methyl-2H-pyrazol-3-yl)-4-(4-chloro-benzyloxy)-phenyl]-3-(4-chloro-phenyl)-urea